Cl.BrC1=C(C=C(C=C1)[C@H]1[C@@H](C1)N)F trans-2-(4-bromo-3-fluorophenyl)cyclopropan-1-amine hydrochloride